FC1=C(C2=C(C(=NO2)N2C(C(C3(CC(C3)=O)C2)=O)=O)C=C1C=O)F 6,7-difluoro-3-(6-oxo-2,5-dioxo-7-azaspiro[3.4]octan-7-yl)benzo[d]isoxazole-5-carbaldehyde